CN(C(CCCCCCCC=C)=O)C N,N-dimethyldec-9-ene-amide